[2,3,5,6-tetrafluoro-4-(2-methylprop-2-enoyloxy)phenyl] 2-methylprop-2-enoate CC(C(=O)OC1=C(C(=C(C(=C1F)F)OC(C(=C)C)=O)F)F)=C